C(C)(C)(C)OC(C)=O t-butylacetate